1-chloro-4-(2-(benzenesulfonyl)vinyl)benzene ClC1=CC=C(C=C1)C=CS(=O)(=O)C1=CC=CC=C1